Trans-rac-1-(4-bromopyridin-2-yl)-4-methoxypiperidin-3-ol BrC1=CC(=NC=C1)N1C[C@H]([C@@H](CC1)OC)O |r|